C(C(C)C)C=1N=C(C2=C(N1)N(C=C2C(=O)OC[C@@H]2[C@H]([C@H]([C@@H](O2)N2C(=O)NC(=O)C(=C2)CC(C)N)O)O)COCC[Si](C)(C)C)N[C@H]2CN([C@H](CC2)C)C(=O)OCC2=CC=CC=C2 5-(2-amino)propyl-uridine isobutyl-4-(((3R,6S)-1-((benzyloxy)carbonyl)-6-methylpiperidin-3-yl)amino)-7-((2-(trimethylsilyl)ethoxy)methyl)-7H-pyrrolo[2,3-d]pyrimidine-5-carboxylate